methyl 6-oxo-1-(tetrahydro-2H-pyran-4-yl)-4-(((trifluoromethyl) sulfonyl) oxy)-1,6-dihydropyridine-3-carboxylate O=C1C=C(C(=CN1C1CCOCC1)C(=O)OC)OS(=O)(=O)C(F)(F)F